Azulene-5-carbaldehyde C1=CC=C2C=C(C=CC=C12)C=O